C(C)(C)(C)OC(=O)N1[C@@H](COCC1)C1=CC=C(C=C1)N1C(=CC2=C1N=CN(C2=O)CC2(CCN(CC2)C(C2=CC=C(C=C2)Cl)=O)O)Cl (R)-3-(4-(6-chloro-3-((1-(4-chlorobenzoyl)-4-hydroxypiperidin-4-yl)methyl)-4-oxo-3,4-dihydro-7H-pyrrolo[2,3-d]pyrimidin-7-yl)phenyl)morpholine-4-carboxylic acid tert-butyl ester